3-[[4-[(3S)-3-amino-5,5-dimethyl-hexyl]-6-(2,6-dimethylphenyl)-5-methoxy-pyrimidin-2-yl]sulfamoyl]benzoic acid N[C@@H](CCC1=NC(=NC(=C1OC)C1=C(C=CC=C1C)C)NS(=O)(=O)C=1C=C(C(=O)O)C=CC1)CC(C)(C)C